C(C)OC[C@@H]1[C@H](CNCCO1)OC (6S,7R)-7-(ethoxymethyl)-6-methoxy-1,4-oxazepane